N-(4-methoxybenzyl)-4-(m-tolyl)phthalazin-1-amine COC1=CC=C(CNC2=NN=C(C3=CC=CC=C23)C=2C=C(C=CC2)C)C=C1